4-ethoxybenzylidene-4-butylaniline C(C)OC1=CC=C(C=NC2=CC=C(C=C2)CCCC)C=C1